3-methyl-3-phenyl-1,5-pentanediol CC(CCO)(CCO)C1=CC=CC=C1